ethyl-5-(2-(6-(piperidin-1-yl)pyridin-3-yl)phenyl)pyridin-2-amine C(C)C=1C(=NC=C(C1)C1=C(C=CC=C1)C=1C=NC(=CC1)N1CCCCC1)N